3-(6-(((3R,4R)-1-(5-chloro-4-((1-(2-methoxyethyl)-2-oxoindolin-5-yl)amino)pyrimidin-2-yl)-3-methylpiperidin-4-yl)amino)-1-methyl-1H-indazol-3-yl)piperidine-2,6-dione ClC=1C(=NC(=NC1)N1C[C@H]([C@@H](CC1)NC1=CC=C2C(=NN(C2=C1)C)C1C(NC(CC1)=O)=O)C)NC=1C=C2CC(N(C2=CC1)CCOC)=O